7-(4-chlorobenzyl)-1-(3-hydroxypropyl)-3-methyl-8-(o-tolyloxy)-1H-purine-2,6(3H,7H)-dione ClC1=CC=C(CN2C(=NC=3N(C(N(C(C23)=O)CCCO)=O)C)OC2=C(C=CC=C2)C)C=C1